4-methyl-7-(1-methyl-1H-pyrazol-4-yl)-1,5-naphthyridin-2-amine CC1=CC(=NC2=CC(=CN=C12)C=1C=NN(C1)C)N